1-(3-Chloro-5-vinylphenyl)cyclopropanecarbonitrile ClC=1C=C(C=C(C1)C=C)C1(CC1)C#N